N'-[3-cyclopropyl-4-(3-methyl-4-methylsulfonyl-phenyl)-1H-pyrazolo[4,3-c]pyridin-7-yl]butane-1,4-diamine C1(CC1)C1=NNC2=C1C(=NC=C2NCCCCN)C2=CC(=C(C=C2)S(=O)(=O)C)C